8-(1-Methyl-1H-pyrazol-4-yl)-1-propyl-2-(4-trifluoromethyl-phenyl)-1,7-dihydro-purin-6-one CN1N=CC(=C1)C1=NC=2N=C(N(C(C2N1)=O)CCC)C1=CC=C(C=C1)C(F)(F)F